F[P-](F)(F)(F)(F)F.C(CCC)[N+]1=CN(C2=C1C=CC=C2)CCCC 1,3-Dibutylbenzimidazolium hexafluorophosphate